sodium L-glutamate N[C@@H](CCC(=O)[O-])C(=O)[O-].[Na+].[Na+]